ClC1=C(C=CC=C1)[C@H](CN1N=CN=N1)O (R)-1-(2-chlorophenyl)-2-(2H-tetrazole-2-yl)ethan-1-ol